(S)-3-(3-(4-(((benzyloxy)carbonyl)amino)-8-bromo-10-chloro-5-oxo-3,4,5,6-tetrahydrobenzo[b][1,4]diazocine-1(2H)-yl)propoxy)azetidine-1-carboxylic acid tert-butyl ester C(C)(C)(C)OC(=O)N1CC(C1)OCCCN1C2=C(NC([C@H](CC1)NC(=O)OCC1=CC=CC=C1)=O)C=C(C=C2Cl)Br